COC(=O)[C@H]1NCCS(C1)(=O)=O (R)-thiomorpholine-3-carboxylic acid methyl ester 1,1-dioxide